6-amino-4-(2-oxa-7-azaspiro[3.5]nonan-7-yl)nicotinonitrile NC1=NC=C(C#N)C(=C1)N1CCC2(COC2)CC1